C(#N)C=1C=C(C=CC1)N1OCC(C1C1=CC=CC=C1)CO 2-(3-cyanophenyl)-3-phenyl-4-hydroxymethyl-isoxazoline